2-chloro-4-(3-methyl-2-(4-methyl-4H-1,2,4-triazol-3-yl)butan-2-yl)pyridine ClC1=NC=CC(=C1)C(C)(C(C)C)C1=NN=CN1C